C(C)(C)(C)OC(=O)N1CC(C1)CN1CC2(C1)CCC(CC2)N2CCC(CC2)N2N=C(C=1C2=NC=NC1N)C1=CC=C(C=C1)OC1=CC=CC=C1 3-((7-(4-(4-amino-3-(4-phenoxyphenyl)-1H-pyrazolo[3,4-d]pyrimidin-1-yl)piperidin-1-yl)-2-azaspiro[3.5]non-2-yl)methyl)azetidine-1-carboxylic acid tert-butyl ester